2-methyl-1-(4-(methylsulfanyl)phenyl)-2-morpholinopropane-1-one CC(C(=O)C1=CC=C(C=C1)SC)(C)N1CCOCC1